C1=CC(=CC=C1[C@H]2[C@@H]([C@@H]([C@H](O2)COP(=O)(O)O)O)O)O The molecule is a ribose monophosphate that is D-ribofuranose 5-phosphate in which the anomeric OH group is replaced by a 4-hydroxy phenyl group (the beta-D-anomer). It has a role as a bacterial metabolite. It is a C-glycosyl compound and a ribose monophosphate. It is a conjugate acid of a 4-(5-O-phosphonato-beta-D-ribofuranosyl)phenol(2-).